CC(C)(C)C1=CC=C[CH]1.C1=C[CH]C=C1.[Fe] T-butylferrocene